2-(9-(4-hydroxybutyl)-3,9-diazaspiro[5.5]undecan-3-yl)propane-1,3-diyl bis(2-cyclobutyl-decanoate) C1(CCC1)C(C(=O)OCC(COC(C(CCCCCCCC)C1CCC1)=O)N1CCC2(CC1)CCN(CC2)CCCCO)CCCCCCCC